FC=1C=C(C=CC1F)N1C(=C(C2=C(C=CC=C12)O)C1=CC(=C(C(=O)O)C=C1)F)C1CCOCC1 4-[1-(3,4-difluorophenyl)-4-hydroxy-2-tetrahydropyran-4-yl-indol-3-yl]-2-fluoro-benzoic acid